CN(C(=O)Cl)C=1C=NC(=CC1)C methyl-(6-methylpyridin-3-yl)carbamic chloride